(6-(2-((tert-butyldimethylsilyl)oxy)ethyl)pyridin-3-yl)boronic acid [Si](C)(C)(C(C)(C)C)OCCC1=CC=C(C=N1)B(O)O